BrC=1C=C(C2=C(C(=CO2)CO)C1)CN1CCOCC1 (5-bromo-7-((morpholino)methyl)benzofuran-3-yl)methanol